N[C@]1(CN(CC1)C1=C(C=NC(=C1C1=CC(=CC(=C1)F)F)C#N)C(=O)N[C@@H](C)C1CC1)CC(F)F 4-[(3S)-3-amino-3-(2,2-difluoroethyl)pyrrolidin-1-yl]-6-cyano-N-[(1S)-1-cyclopropylethyl]-5-(3,5-difluorophenyl)pyridine-3-carboxamide